8-Chloro-2-(4-fluorophenyl)-6-methylimidazo[1,2-a]pyridine ClC=1C=2N(C=C(C1)C)C=C(N2)C2=CC=C(C=C2)F